ClC1=CC2=C(N(CN(C2=O)C2=C(NC(C=C2)=O)C)C2=C(C=C(C=C2)OC(F)(F)F)C)N=C1C#N 6-chloro-1-(2-methyl-4-(trifluoromethoxy)phenyl)-3-(2-methyl-6-oxo-1,6-dihydropyridin-3-yl)-4-oxo-1,2,3,4-tetrahydropyrido[2,3-d]pyrimidine-7-carbonitrile